2-benzylsulfanyl-4-[4-(2-methoxyethoxy)phenyl]-6-methyl-pyridine-3,5-dicarbonitrile C(C1=CC=CC=C1)SC1=NC(=C(C(=C1C#N)C1=CC=C(C=C1)OCCOC)C#N)C